(4-((5R,7R)-7-hydroxy-5-methyl-6,7-dihydro-5H-cyclopenta[d]pyrimidin-4-yl)piperazin-1-yl)methanone dihydrochloride Cl.Cl.O[C@@H]1C[C@H](C2=C1N=CN=C2N2CCN(CC2)C=O)C